[(3S,5R)-3-[(tert-butyldimethylsilyl) oxy]-5-(5-methyl-2,4-dioxo-3H-pyrimidin-1-yl)-2-[(trifluoromethanesulfonyloxy)methyl]oxolan-2-yl]methyl trifluoromethanesulfonate FC(S(=O)(=O)OCC1(O[C@H](C[C@@H]1O[Si](C)(C)C(C)(C)C)N1C(NC(C(=C1)C)=O)=O)COS(=O)(=O)C(F)(F)F)(F)F